(2R-trans)-2,3-dihydro-3,5,7-trihydroxy-2-(3,4,5-trihydroxyphenyl)-4H-1-benzopyran-4-one O[C@@H]1[C@H](OC2=C(C1=O)C(=CC(=C2)O)O)C2=CC(=C(C(=C2)O)O)O